N-Boc-N-[2-(2-chloro-5-pyrimidinyl)ethyl]amine C(=O)(OC(C)(C)C)NCCC=1C=NC(=NC1)Cl